6-chloro-3-(((5-(3-methoxyphenyl)-1H-pyrazol-3-yl))Methyl)thio-1H-indole ClC1=CC=C2C(=CNC2=C1)SCC1=NNC(=C1)C1=CC(=CC=C1)OC